2-Fluoro-4-(5-(2'-methyl-2-(trifluoromethyl)-[1,1'-biphenyl]-4-yl)-1,2,4-oxadiazol-3-yl)benzaldehyde FC1=C(C=O)C=CC(=C1)C1=NOC(=N1)C1=CC(=C(C=C1)C1=C(C=CC=C1)C)C(F)(F)F